C(#N)CCCCC(CC(CCCC=C)C1=C(CC2(OCCO2)CC1)C(=O)O)(F)F.C1(=CC=CC=C1)C1=C(C(=NN=N1)C=1C(=C(C=CC1)C=1C(=CC=CC1)C1=CC=CC=C1)C1=CC=CC=2SC3=C(C21)C=CC=C3)C3=CC=CC=C3 (diphenyltriazinyl)(dibenzothiophenyl)terphenyl 8-(12-cyano-8,8-difluorododec-1-en-6-yl)-1,4-dioxaspiro[4.5]dec-7-ene-7-carboxylate